1-((tetrahydrofuran-3-yl)methyl)piperazine O1CC(CC1)CN1CCNCC1